(2,4,6-trifluorobenzyl)-1-((5,5,5-trifluoropent-1-en-3-yl)amino)-1,4-dihydropyridine-2,5-dicarboxamide FC1=C(CC2=C(N(C=C(C2)C(=O)N)NC(C=C)CC(F)(F)F)C(=O)N)C(=CC(=C1)F)F